2-pentyl-9,10-bis(n-butylcarbonyl)anthracene tert-butyl-2-(4-chloro-7-morpholino-2-oxo-pyrido[3,2-d]pyrimidin-1-yl)acetate C(C)(C)(C)OC(CN1C(N=C(C2=C1C=C(C=N2)N2CCOCC2)Cl)=O)=O.C(CCCC)C2=CC1=C(C3=CC=CC=C3C(=C1C=C2)C(=O)CCCC)C(=O)CCCC